tert-butyl 4-hydroxy-2,2-dimethylpiperidine-1-carboxylate OC1CC(N(CC1)C(=O)OC(C)(C)C)(C)C